2,3-bis(methoxymethyl)naphthalenegalloyl-acetic acid COCC1=C(C2=CC=CC=C2C=C1COC)C1=C(C(=C(C=C1C(=O)CC(=O)O)O)O)O